C(C)C1=C(C(=O)NCCNC(=O)[C@H]2NC[C@@](C2)(C)O)C=CC(=C1)NC=1C=2N(C=CN1)C(=CN2)C=2C(=NN(C2)C)C(F)(F)F (2S,4S)-N-[2-[[2-ethyl-4-[[3-[1-methyl-3-(trifluoromethyl)pyrazol-4-yl]imidazo[1,2-a]pyrazin-8-yl]amino]benzoyl]amino]ethyl]-4-hydroxy-4-methylpyrrolidine-2-carboxamide